1'-(3-amino-6-(2-hydroxyphenyl)pyridazin-4-yl)spiro[indoline-3,4'-piperidin]-2-one NC=1N=NC(=CC1N1CCC2(CC1)C(NC1=CC=CC=C12)=O)C1=C(C=CC=C1)O